(S)-1-(4-{3-[(1r,3R,5S,7S)-3,5-dimethyladamantan-1-yl]ureido}-3-fluorobenzoyl)piperidine-3-carboxylic acid ethyl ester C(C)OC(=O)[C@@H]1CN(CCC1)C(C1=CC(=C(C=C1)NC(=O)NC12C[C@]3(C[C@](CC(C1)C3)(C2)C)C)F)=O